N1(C=NC=C1)CCC(=O)Cl 3-(1-imidazolyl)propionyl chloride